NC=1C=C(C=C(C1)C(F)(F)F)[C@@H](C)NC=1C2=C(N=C(N1)C)C=NC(=C2)N2CCN(CC2)C N-{(1R)-1-[3-amino-5-(trifluoromethyl)phenyl]ethyl}-2-methyl-6-(4-methylpiperazin-1-yl)pyrido[3,4-d]pyrimidin-4-amine